difluoromethanesulfinic acid FC(S(=O)O)F